FC(C(=O)C1=CC=CC=C1)(\C=C(/C1=CC=C(C=C1)C)\SC#N)F (E)-2,2-difluoro-1-phenyl-4-thiocyano-4-(p-tolyl)but-3-en-1-one